COC(=O)N1C=NC2=C1C=C(C(=C2)[N+](=O)[O-])[N+](=O)[O-] 5,6-dinitro-1H-benzimidazole-1-carboxylic acid methyl ester